ClC[C@@H](COC1=C(C=C(C=C1)C(C)(C)C1=C(C=CC=C1)OC[C@H](CN1N=NC(=C1CO)I)O)Cl)O (R)-1-chloro-3-(2-chloro-4-(2-(((S)-2-hydroxy-3-(5-(hydroxymethyl)-4-iodo-1H-1,2,3-triazol-1-yl)propoxy)phenyl)propan-2-yl)phenoxy)propan-2-ol